OC1CCC12CN(CC2)CC(=O)NC=2C=C(C(=NC2)C)NC(=O)C=2C=C1C(=NC2)NC(=C1)C=1C=NN(C1)C N-(5-(2-(1-hydroxy-6-azaspiro[3.4]octan-6-yl)acetamido)-2-methylpyridin-3-yl)-2-(1-methyl-1H-pyrazol-4-yl)-1H-pyrrolo[2,3-b]pyridine-5-carboxamide